NCC=1C=C(C=CC1)NCCCC(=O)NC1=C2C(N(C(C2=CC=C1)=O)C1C(NC(CC1)=O)=O)=O 4-((3-(aminomethyl)phenyl)amino)-N-(2-(2,6-dioxopiperidin-3-yl)-1,3-dioxoisoindolin-4-yl)butanamide